CC1C(NC=2N(C13CCCCC3)C=3N=C(N=CC3C2)NC2=CC=C(C=C2)S(=O)(=O)N2CCN(CC2)C)=O 8'-methyl-2'-((4-((4-methylpiperazin-1-yl)sulfonyl)phenyl)amino)-6'H-spiro[cyclohexane-1,9'-pyrrolo[1,5-a:2,3-d']dipyrimidin]-7'(8'H)-one